NN1C(CC(C2=CC=CC=C12)=O)CC 1-amino-2-ethyl-2,3-dihydroquinolin-4-one